((1r,3r,5s)-(3-((5-cyclopropyl-3-(2,6-dichlorophenyl) isoxazol-4-yl) methoxy)-8-azabicyclo[3.2.1]octan-8-yl)-1,3,4-oxadiazol-2-yl)-2-methylbenzoate C1(CC1)C1=C(C(=NO1)C1=C(C=CC=C1Cl)Cl)COC1C[C@H]2CC[C@@H](C1)N2C2=NN=C(O2)OC(C2=C(C=CC=C2)C)=O